2-(methyl-(pyridin-3-yl)amino)-3,5-dihydro-4H-imidazole-4-one CN(C1=NCC(N1)=O)C=1C=NC=CC1